9-(1,1-Dimethylsilinan-4-yl)-7-methyl-2-[(6-methyl-2H-1,3-benzodioxol-5-yl)amino]-8,9-dihydro-7H-purin-8-one C[Si]1(CCC(CC1)N1C2=NC(=NC=C2N(C1=O)C)NC1=CC2=C(OCO2)C=C1C)C